(R)-6-(4-((1-(5-chloropyrimidin-2-yl)piperidin-4-yl)methoxy)-3-fluorophenyl)-2H-benzo[d][1,3]oxathiole 3-oxide ClC=1C=NC(=NC1)N1CCC(CC1)COC1=C(C=C(C=C1)C1=CC2=C([S@](CO2)=O)C=C1)F